C(#N)C=1C(=NC(=NC1)N[C@H]1C[C@H](CCC1)N1CC2=CC=C(C=C2C1=O)NC(C=C)=O)C N-(2-((1S,3R)-3-((5-Cyano-4-methylpyrimidin-2-yl)amino)cyclohexyl)-3-oxoisoindolin-5-yl)acrylamide